(2,2,2-trifluoroacetyl)spiro[2H-thieno[2,3-b]thiophene-3,3'-azetidine]-4-carbonitrile FC(C(=O)N1CC2(C1)CSC=1SC=C(C12)C#N)(F)F